C[C@@H](C(=O)O)CCC |r| (2RS)-2-methylpentanoic acid